N1=C(C(=CC=C1)C(=O)[O-])C1=NC=CC=C1.[Cu+2].N1=C(C(=CC=C1)C(=O)[O-])C1=NC=CC=C1 copper bipyridine-carboxylate